trans-N4-[4-fluoro-2-(2-trimethylsilylethoxymethoxy)phenyl]-N1-methyl-N4-(oxetan-3-ylmethyl)cyclohexane-1,4-diamine FC1=CC(=C(C=C1)N([C@@H]1CC[C@H](CC1)NC)CC1COC1)OCOCC[Si](C)(C)C